FC(OC=1C=C(C=CC1)C1=NN(C=2C1=NC=C(C2)C(=O)NC2(CS(C2)(=O)=O)C)C2CCOCC2)F 3-(3-(difluoromethoxy)phenyl)-N-(3-methyl-1,1-dioxidothietan-3-yl)-1-(tetrahydro-2H-pyran-4-yl)-1H-pyrazolo[4,3-b]pyridine-6-carboxamide